[Zn+2].OC1=C(C=CC=C1)C=1SC2=C(N1)C=CC=C2.OC2=C(C=CC=C2)C=2SC1=C(N2)C=CC=C1 bis[2-(2-hydroxyphenyl)benzothiazole] zinc (II)